2-((R)-2-hydroxy-2-((S)-1,2,3,4-tetrahydroisoquinolin-3-yl)ethyl)-4,4-dimethyl-6-(8-oxa-2-azaspiro[4.5]decane-2-carbonyl)-3,4-dihydroisoquinolin-1(2H)-one O[C@H](CN1C(C2=CC=C(C=C2C(C1)(C)C)C(=O)N1CC2(CC1)CCOCC2)=O)[C@H]2NCC1=CC=CC=C1C2